ClC1=CC2=C(N(C(N=C2N2[C@H](CN(CC2)C(C=C)=O)C)=O)C2=CNC=C2C(C)C)N=C1C1=C(C=CC=C1)F 6-chloro-7-(2-fluorophenyl)-4-((2S)-2-methyl-4-(2-propenoyl)-1-piperazinyl)-1-(4-(2-propanyl)-1H-pyrrol-3-yl)pyrido[2,3-d]pyrimidin-2(1H)-one